FC(C=1C(=C(C=C(C1)CC)CC(=O)O)C)F 3-(difluoromethyl)-5-ethyl-2-methyl-phenylacetic acid